D-2-chloro-4-(pyrrolidin-1-ylmethyl)-7-((2-(trimethylsilyl)ethoxy)methyl)-7H-pyrrolo[2,3-D]pyrimidine ClC=1N=C(C2=C(N1)N(C=C2)COCC[Si](C)(C)C)CN2CCCC2